CB Methylborane